ClC1=CC=2C3=C(NC2C=C1)C=CC=N3 8-chloropyrido[3,2-b]indole